O1C[C@H](CC1)OC=1C=C2C(=NC=NC2=CC1)N 6-(((S)-tetrahydrofuran-3-yl)oxy)quinazolin-4-amine